CC1=C(C=CC(=C1)C)C1CC(C1)N(C(=O)C1CC2(C1)NC(OC2)=O)C (2s,4S)-N-((1s,3S)-3-(2,4-Dimethylphenyl)cyclobutyl)-N-methyl-6-oxo-7-oxa-5-azaspiro[3.4]octane-2-carboxamide